ClC=1C(=CC(=C(N)C1)F)C1=NC=CN=C1 5-chloro-2-fluoro-4-(pyrazin-2-yl)aniline